COC1=CC=C(C=C1)/C(=C/N(S(=O)(=O)C1=CC=CC=C1)S(=O)(=O)C1=CC=CC=C1)/C(C)=O (Z)-N-(2-(4-methoxyphenyl)-3-oxo-but-1-en-1-yl)-N-(benzenesulfonyl)benzenesulfonamide